N-(6-fluorobenzothiazol-2-yl)-4-morpholinobenzamide FC1=CC2=C(N=C(S2)NC(C2=CC=C(C=C2)N2CCOCC2)=O)C=C1